Cl.N(C(=N)N)C1=CC=C(C(=O)OC2=CC=3CCCC(C3C=C2)=O)C=C1 5-oxo-5,6,7,8-tetrahydronaphthalen-2-yl 4-guanidinobenzoate hydrochloride